CN1N=CC(=C1)C1=NC(=CC(=N1)N1CC2(CC1)CC(CCC2)C(=O)OCC)NC2=NC=CC(=C2)OC(F)(F)F Ethyl 2-(2-(1-methyl-1H-pyrazol-4-yl)-6-((4-(trifluoromethoxy) pyridin-2-yl) amino) pyrimidin-4-yl)-2-azaspiro[4.5]decane-7-carboxylate